5-(3-aminopropylamino)-7,10-dihydroxy-2-(2-hydroxyethylaminomethyl)-6H-pyrazolo[4,5,1-de]acridin-6-one NCCCNC=1C=CC2=C3N(C=4C(=CC=C(C4C(C13)=O)O)O)N=C2CNCCO